BrC1=C2C=CNC(C2=CC(=C1)CCl)=O 5-bromo-7-(chloromethyl)isoquinolin-1(2H)-one